(3R)-3-methyl-4-(3-(3-methyl-1-(tetrahydro-2H-pyran-2-yl)-1H-pyrazol-5-yl)-7-(2-(methylsulfonyl)propan-2-yl)isothiazolo[4,5-b]pyridin-5-yl)morpholine C[C@H]1N(CCOC1)C1=CC(=C2C(=N1)C(=NS2)C2=CC(=NN2C2OCCCC2)C)C(C)(C)S(=O)(=O)C